ClC=1C=C(C(=O)NC)C=C(C1)CN1N=C(C=C1)C1=CC(=NC=C1)C1=CC=C(C=C1)F 3-chloro-5-((3-(2-(4-fluorophenyl)pyridin-4-yl)-1H-pyrazol-1-yl)methyl)-N-methylbenzamide